FC(CCC(=O)O)(C(C(F)F)(F)F)F 4,4,5,5,6,6-hexafluorohexanoic acid